FC1(C(C2=CC(=C(C=C2OC12CCN(CC2)C(=O)OC(C)(C)C)C(=O)OC)C(=O)OC)O)F 1'-(tert-butyl) 6,7-dimethyl 3,3-difluoro-4-hydroxyspiro[chromane-2,4'-piperidine]-1',6,7-tricarboxylate